C1(C=CC(C=2CCCCC12)=O)=O 5,6,7,8-tetrahydronaphthalene-1,4-dione